N-(5-((1S,3R)-3-((3-isopropylpyridin-2-yl)oxy)cyclopentyl)-1H-pyrazol-3-yl)pyrazin-2-amine C(C)(C)C=1C(=NC=CC1)O[C@H]1C[C@H](CC1)C1=CC(=NN1)NC1=NC=CN=C1